5-trifluoromethyl-2-(2-hydroxy-3-α-cumyl-5-t-octylphenyl)-2H-benzotriazole FC(C1=CC=2C(=NN(N2)C2=C(C(=CC(=C2)C(C)(C)CC(C)(C)C)C(C)(C)C2=CC=CC=C2)O)C=C1)(F)F